C(C)(C)(C)[C@H]1N2C(C=3N(N=C4C(=CC=CC34)OCCCCCCCC(=O)OCC(CC)CC)C1)=CC(C=C2)=O (R)-6-(tert-butyl)-10-((8-(2-ethylbutoxy)-8-oxooctyl)oxy)-2-oxo-6,7-dihydro-2H-pyrido[2',1':3,4]pyrazino[1,2-b]indazole